N[C@@H](C)C(=O)N[C@@H](CCC(N)=O)C(=O)O N(2)-alanyl-L-glutamine